O1N=CN=N1 1,2,4,5-oxatriazole